5-fluoro-8-(4-fluorophenyl)-9-(4-oxo-2-thioxo-1,3-diazaspiro[4.4]nonan-3-yl)-8,9-dihydro-2H-pyrido[4,3,2-de]phthalazin-3(7H)-one-7-carboxylic acid tert-butyl ester C(C)(C)(C)OC(=O)N1C(C(C2=NNC(C=3C=C(C=C1C23)F)=O)N2C(NC3(C2=O)CCCC3)=S)C3=CC=C(C=C3)F